C1(=CC=CC=C1)C(C1=NC=CC=C1C1=CC=CC=C1)(C1=NC=CC=C1C1=CC=CC=C1)C1=CC=CC=C1.[Pt+2] platinum (II) [diphenylbis(phenylpyridinyl)methane]